BrC=1C(=C(C=CC1)C=1OC2=C(N1)CNC2)C (3-bromo-2-methylphenyl)-5,6-dihydro-4H-pyrrolo[3,4-d]oxazole